3-((1H-imidazol-4-yl)sulfonyl)-5'-methyl-4-pentyl-2'-(prop-1-en-2-yl)-[1,1'-biphenyl]-2,6-diol N1C=NC(=C1)S(=O)(=O)C1=C(C(=C(C=C1CCCCC)O)C1=C(C=CC(=C1)C)C(=C)C)O